PYRAZOLE-4-CARBOXAMIDE N1N=CC(=C1)C(=O)N